N(=[N+]=[N-])C1=CC=C(C(=O)NCCOCCNC(OC(C)(C)C)=O)C=C1 tert-butyl (2-(2-(4-azidobenzamido)ethoxy)ethyl)carbamate